FC1=CC=C(C=C1)N1N=C(C=C1S(=O)(=O)C)C(=O)NC1=NC=CC(=C1)C1=C(N=C(S1)C=1C=NC=CC1)C (4-fluorophenyl)-N-(4-(4-methyl-2-(pyridin-3-yl)thiazol-5-yl)pyridin-2-yl)-5-(methylsulfonyl)-1H-pyrazole-3-carboxamide